isopropylthiazolium C(C)(C)C=1SC=C[NH+]1